COCCN1C=NC=2C1=NC(=CC2N2CCOCC2)C2=C(C(NN)=N)C=CC=C2C (3-(2-methoxyethyl)-7-morpholino-3H-imidazo[4,5-b]pyridin-5-yl)-3-methylbenzimidohydrazide